BrC1=CC=NN1C1=NC=C(C=C1Cl)[N+](=O)[O-] 2-(5-bromo-1H-pyrazol-1-yl)-3-chloro-5-nitropyridine